FC(C(=O)O)(F)F.C(C)O Ethanol trifluoroacetate